C12CNCCNCCNCC(CCC1)N2 3,6,9,15-tetraazabicyclo[9.3.1]pentadecane